6-Chloro-3-(3,4-dimethoxybenzoyl)-4-oxo-4H-chromene-2-carboxylic acid ClC=1C=C2C(C(=C(OC2=CC1)C(=O)O)C(C1=CC(=C(C=C1)OC)OC)=O)=O